8-bromo-3H,4H-pyrido[4,3-d]pyrimidin-4-one BrC1=CN=CC2=C1N=CNC2=O